1-tert-butyl 2-methyl (2S,4R)-4-(2,3-dichloro-6-methoxyphenyl)pyrrolidine-1,2-dicarboxylate ClC1=C(C(=CC=C1Cl)OC)[C@H]1C[C@H](N(C1)C(=O)OC(C)(C)C)C(=O)OC